5-(4-methyl-6-(3-(trifluoromethyl)piperidin-1-yl)pyridin-2-yl)-1,3,4-oxadiazole CC1=CC(=NC(=C1)N1CC(CCC1)C(F)(F)F)C1=NN=CO1